1-(4-fluorobenzyl)-7-methyl-5-(1H-pyrrole-2-carbonyl)-4,5,6,7-tetrahydro-1H-pyrazolo[4,3-c]pyridine-3-carboxamide FC1=CC=C(CN2N=C(C=3CN(CC(C32)C)C(=O)C=3NC=CC3)C(=O)N)C=C1